Tert-butyl p-chloromethylbenzoate ClCC1=CC=C(C(=O)OC(C)(C)C)C=C1